7-(3-((1R,5S,6s)-6-(((benzyloxy)carbonyl)amino)-3-azabicyclo[3.1.0]hex-3-yl)propyl)-3,4-Dihydro-1,8-naphthyridine-1(2H)-carboxylate C(C1=CC=CC=C1)OC(=O)NC1[C@@H]2CN(C[C@H]12)CCCC1=CC=C2CCCN(C2=N1)C(=O)[O-]